2-bromo-3-[3-(6-chloro-2-pyridyl)propoxymethyl]-5-methoxy-pyridine BrC1=NC=C(C=C1COCCCC1=NC(=CC=C1)Cl)OC